N-(2,2'-dichloro-3''-fluoro-4''-formyl-5''-methoxy-[1,1':3',1''-terphenyl]-3-yl)-1,3-dimethyl-2,4-dioxo-1,2,3,4-tetrahydropyrimidine-5-carboxamide ClC1=C(C=CC=C1NC(=O)C=1C(N(C(N(C1)C)=O)C)=O)C1=C(C(=CC=C1)C1=CC(=C(C(=C1)OC)C=O)F)Cl